2-[3-(hydroxymethyl)-4-[5-[[5-(methoxymethyl)-1-methyl-pyrazol-3-yl]amino]-1-methyl-6-oxo-3-pyridyl]-2-pyridyl]-3,4,6,7,8,9-hexahydropyrido[3,4-b]indolizin-1-one OCC=1C(=NC=CC1C1=CN(C(C(=C1)NC1=NN(C(=C1)COC)C)=O)C)N1C(C=2C=C3CCCCN3C2CC1)=O